F[C@@H]1CN(CC[C@@H]1NC1=NN2C(C(=N1)OC)=C(C=C2)C=2C=CC1=C(N(N=N1)CCF)C2)CCO 2-((3R,4S)-3-Fluoro-4-((5-(1-(2-fluoroethyl)-1H-benzo[d][1,2,3]triazol-6-yl)-4-methoxypyrrolo[2,1-f][1,2,4]triazin-2-yl)amino)piperidin-1-yl)ethan-1-ol